amino-N-(5-bromothiazol-2-yl)benzamide NC1=C(C(=O)NC=2SC(=CN2)Br)C=CC=C1